imino(3-{[(7-methoxyquinolin-4-yl)oxy]methyl}phenyl)methyl-λ6-sulfanone N=S(=O)CC1=CC(=CC=C1)COC1=CC=NC2=CC(=CC=C12)OC